C(C)N(CC)CCO ethyl-hydroxyethyl-ethylamine